N-(4-(tert-butyl)phenyl)pyrazin-2-amine C(C)(C)(C)C1=CC=C(C=C1)NC1=NC=CN=C1